(2,4-dichlorophenyl)[1,3-dimethyl-5-[[(4-methylphenyl)sulfonyl]oxy]-1H-pyrazol-4-yl]methanone ClC1=C(C=CC(=C1)Cl)C(=O)C=1C(=NN(C1OS(=O)(=O)C1=CC=C(C=C1)C)C)C